2-((cyclopropylamino)methylene)malonic acid diethyl ester C(C)OC(C(C(=O)OCC)=CNC1CC1)=O